COC=1C=C(C=CC1OC)C=1NC2=CC=CC=C2C1C(C)C 2-(3,4-dimethoxyphenyl)-3-isopropyl-1H-indole